3-(1-oxo-5-(7-((2-phenylpyrrolidin-1-yl)methyl)-[1,2,4]triazolo[4,3-a]pyridin-5-yl)isoindolin-2-yl)piperidine-2,6-dione O=C1N(CC2=CC(=CC=C12)C1=CC(=CC=2N1C=NN2)CN2C(CCC2)C2=CC=CC=C2)C2C(NC(CC2)=O)=O